(S)-5-amino-3-(7-((5-fluoro-2-methoxybenzamido)methyl)-1H-pyrrolo[3,2-c]pyridin-4-yl)-1-(1,1,1-trifluoropropan-2-yl)-1H-pyrazole-4-carboxamide NC1=C(C(=NN1[C@H](C(F)(F)F)C)C1=NC=C(C2=C1C=CN2)CNC(C2=C(C=CC(=C2)F)OC)=O)C(=O)N